FC(OC1=C(SC=C1)CNCC[C@]1(CCOC2(CCCC2)C1)C1=NC=CC=C1)F (R)-N-((3-(difluoromethoxy)thiophen-2-yl)methyl)-2-(9-(pyridin-2-yl)-6-oxaspiro[4.5]decan-9-yl)ethanamine